CN1N=CC(=C1)C=1N=C(C=2N(C1)N=CC2)C2CC1CCC(C2)N1C(C=C)=O [3-[6-(1-methylpyrazol-4-yl)pyrazolo[1,5-a]pyrazin-4-yl]-8-azabicyclo[3.2.1]oct-8-yl]prop-2-en-1-one